5-(5-(2-hydroxyacetyl)-3a,5,6,6a-tetrahydro-4H-pyrrolo[3,4-d]isoxazol-3-yl)-2-methoxybenzoic acid OCC(=O)N1CC2C(=NOC2C1)C=1C=CC(=C(C(=O)O)C1)OC